N1(C=NC=C1)C1=CC=C(C(=N1)C(=O)NC=1C=NC=CC1)C 6-(1H-imidazol-1-yl)-3-methyl-N-(pyridin-3-yl)pyridine-2-carboxamide